2-(2-chlorophenyl)-N-(3-(isopropylamino)-5-sulfamoylisoquinolin-7-yl)acetamide ClC1=C(C=CC=C1)CC(=O)NC1=CC(=C2C=C(N=CC2=C1)NC(C)C)S(N)(=O)=O